(2,2-difluoroethyl)(methyl)amine FC(CNC)F